N,N'-bis-[3-(p-chlorobenzenesulfonyloxy)phenyl]urea ClC1=CC=C(C=C1)S(=O)(=O)OC=1C=C(C=CC1)NC(=O)NC1=CC(=CC=C1)OS(=O)(=O)C1=CC=C(C=C1)Cl